nitrogen ammonium [NH4+].[N+3]